ClC1=C(C=CC(=C1)[Si](C1=CC=CC=C1)(C1=CC=CC=C1)C1=CC=CC=C1)N1C2=CC=CC=C2C=2C=CC=CC12 9-(2-chloro-4-(triphenylsilyl)phenyl)-9H-carbazole